methyl (S)-2-(6-fluoro-1-methyl-2',3',5',6'-tetrahydrospiro[isochromane-4,4'-pyran]-8-yl)acetate FC=1C=C2C(=C(C1)CC(=O)OC)[C@@H](OCC21CCOCC1)C